hexadecenoate CCCCCC/C=C\CCCCCCCC(=O)O